1-((3-(3-chloro-8-cyanoindolizin-5-yl)pyridin-4-yl)thio)cyclobutane-1-carboxylic acid ClC1=CC=C2C(=CC=C(N12)C=1C=NC=CC1SC1(CCC1)C(=O)O)C#N